2-(4-([1,1'-biphenyl]-3-yl)cyclohexyl)-N-(4-chlorophenyl)propanamide C1(=CC(=CC=C1)C1CCC(CC1)C(C(=O)NC1=CC=C(C=C1)Cl)C)C1=CC=CC=C1